5-methoxy-benzene COC=1C=CC=CC1